C(C)N\N=C\C1=CC(=C(C=C1)OB(O)O)OC [4-[(E)-(ethylhydrazono)methyl]-2-methoxy-phenyl]Boric acid